sodium 2,2'-butylidenebis(4,6-di-tert-butylphenyl) phosphate P1(=O)(OC2=C(C=C(C=C2C(C)(C)C)C(C)(C)C)C(CCC)C2=C(C(=CC(=C2)C(C)(C)C)C(C)(C)C)O1)[O-].[Na+]